6-(5-(azetidin-3-ylmethoxy)-3-isopropyl-1H-indol-2-yl)-8-methyl-[1,2,4]triazolo[1,5-a]pyridine N1CC(C1)COC=1C=C2C(=C(NC2=CC1)C=1C=C(C=2N(C1)N=CN2)C)C(C)C